(R)-3-(2-hydroxypropyl)-8-(1-methyl-1H-pyrazol-4-yl)-6-(5-(trichloromethyl)pyridin-2-yl)pyrido[3,4-d]pyrimidin-4(3H)-one O[C@@H](CN1C=NC2=C(C1=O)C=C(N=C2C=2C=NN(C2)C)C2=NC=C(C=C2)C(Cl)(Cl)Cl)C